COC(=O)C1=CC2=CN(N=C2C=C1OC1CCC1)C12COC(CC1)(CC2)C 6-Cyclobutoxy-2-(1-methyl-2-oxabicyclo[2.2.2]oct-4-yl)-2H-indazole-5-carboxylic acid methyl ester